CC(C)C=1C=C(C(=O)N2[C@H](CCC2)C(=O)N)C=CC1 1-(3-(2-propyl)benzoyl)-D-prolinamide